4-azido-3-(3-ethoxy-3-oxoprop-1-en-1-yl)-5,6-dihydropyridine-1(2H)-carboxylic acid benzyl ester C(C1=CC=CC=C1)OC(=O)N1CC(=C(CC1)N=[N+]=[N-])C=CC(=O)OCC